1-ethyl-3-(pyridin-3-yl)-1H-pyrazol C(C)N1N=C(C=C1)C=1C=NC=CC1